OCCCCNC(=O)C1CCN(CC1)C(=O)OC(C)(C)C tert-Butyl 4-((4-hydroxybutyl)carbamoyl)piperidine-1-carboxylate